3-((1s,4s)-4-((tert-butyldiphenylsilyl)oxy)cyclohexyl)-3-oxopropionitrile [Si](C1=CC=CC=C1)(C1=CC=CC=C1)(C(C)(C)C)OC1CCC(CC1)C(CC#N)=O